5-amino-3-[(3R)-3-hydroxybutyl]-1-methyl-benzimidazol-2-one NC1=CC2=C(N(C(N2CC[C@@H](C)O)=O)C)C=C1